2-propyl-2,3-dihydrothieno-[3,4-b]-1,4-dioxine C(CC)C1COC=2C(O1)=CSC2